C(#N)C=1C(=NC(=C(C1CC)C#N)N1C[C@H](CC1)N(C)C)SC(C(=O)N)C1=CC=C(C=C1)F 2-((3,5-dicyano-6-((S)-3-(dimethylamino)pyrrolidin-1-yl)-4-ethylpyridin-2-yl)thio)-2-(4-fluorophenyl)acetamide